BrC=1C=2N(C=C(C1C)C(F)(F)F)C=CN2 8-Bromo-6-(trifluoromethyl)-7-methylimidazo[1,2-a]pyridine